6-chloro-3-(2-(piperazin-1-yl)pyridin-4-yl)imidazo[1,2-b]pyridazine ClC=1C=CC=2N(N1)C(=CN2)C2=CC(=NC=C2)N2CCNCC2